COC(=O)C1=NN(C(C=C1O)=O)C1=C(C=CC=C1F)CC 4-hydroxy-1-(2-ethyl-6-fluorophenyl)-6-oxo-1,6-dihydropyridazine-3-carboxylic acid methyl ester